4-(2-[[6-oxo-5-(trifluoromethyl)-1,6-dihydropyridazin-4-yl]oxy]ethoxy)butanoic acid O=C1C(=C(C=NN1)OCCOCCCC(=O)O)C(F)(F)F